4-(3-(cyclopropylmethyl)-1-(4-isobutoxybenzyl)-1H-pyrazol-5-yl)piperidine C1(CC1)CC1=NN(C(=C1)C1CCNCC1)CC1=CC=C(C=C1)OCC(C)C